COC(=O)C=1N=C(SC1)C1=C(C=CC=C1F)F 2-(2,6-difluorophenyl)-1,3-thiazole-4-carboxylic acid methyl ester